C(#N)CC1N(CCN(C1)C1=NC(=NC2=C(C(=C(C=C12)F)C1=CC(=CC2=CC=C(C(=C12)C#C[Si](C(C)C)(C(C)C)C(C)C)F)OCOC)F)F)C(=O)[O-] 2-(cyanomethyl)-4-(2,6,8-trifluoro-7-(7-fluoro-3-(methoxymethoxy)-8-((triisopropylsilyl)ethynyl)naphth-1-yl)quinazolin-4-yl)piperazine-1-carboxylate